bromo-1'-methylspiro[cyclopropane-1,3'-indolin]-2'-one BrC1=C2C3(C(N(C2=CC=C1)C)=O)CC3